N1=CC(=CC=C1)NC(=O)C=1C=CC(=C2C=CC=NC12)N[C@@H]1CN(CC1)CC(N1[C@@H](CCC1)C#N)=O N-(3-pyridyl)-5-[[(3S)-1-[2-oxo-2-[(2S)-2-cyanopyrrolidin-1-yl]ethyl]pyrrolidin-3-yl]amino]quinoline-8-carboxamide